3-acetyl-7-{[4-(2-methoxyphenyl)pyrimidin-2-yl]amino}-4-methyl-2H-benzopyran-2-one C(C)(=O)C=1C(OC2=C(C1C)C=CC(=C2)NC2=NC=CC(=N2)C2=C(C=CC=C2)OC)=O